ClC1=CC(=C2C=NNC2=C1)C1(C=C2C(CN(C2)C(=O)C2COCC2)=C1)O ((3ar,5r,6as)-5-(6-chloro-1H-indazol-4-yl)-5-hydroxycyclopenta[c]pyrrol-2(1H)-yl)(tetrahydrofuran-3-yl)methanone